2-methoxyl-propanol O(C)C(CO)C